[Si](C)(C)(C(C)(C)C)OC1=CC(=C(C=C1OC)C1=CN(C(C2=CN=CC=C12)=O)C)OC 4-(4-((tert-butyldimethylsilyl)oxy)-2,5-dimethoxyphenyl)-2-methyl-2,7-naphthyridin-1(2H)-one